(1r,3r)-3-(3-(6-((3-fluoro-3-methylazepan-1-yl)methyl)-1-oxo-4-(trifluoromethyl)isoindolin-2-yl)phenyl)-3-((4-methyl-4H-1,2,4-triazol-3-yl)methyl)cyclobutane-1-carbonitrile F[C@]1(CN(CCCC1)CC1=CC(=C2CN(C(C2=C1)=O)C=1C=C(C=CC1)C1(CC(C1)C#N)CC1=NN=CN1C)C(F)(F)F)C